Pentasodium Aminotrimethylene Phosphonat P1(OC(CCO1)N)=O.[Na].[Na].[Na].[Na].[Na]